2-chloro-7-(methoxymethyl)pyrrolo[2,1-f][1,2,4]triazin ClC1=NN2C(C=N1)=CC=C2COC